ONC(=N)C=1C=C(SC1)CCNC(OC(C)(C)C)=O tert-butyl (2-(4-(N-hydroxycarbamimidoyl) thiophen-2-yl)ethyl)carbamate